N-[1-(5-{2-[(dimethylamino)methyl]phenyl}thiophen-2-yl)ethyl]-2-methyl-6-[4-(pyridin-3-ylmethyl)piperazin-1-yl]quinazolin-4-amine CN(C)CC1=C(C=CC=C1)C1=CC=C(S1)C(C)NC1=NC(=NC2=CC=C(C=C12)N1CCN(CC1)CC=1C=NC=CC1)C